5-(1-Tetrahydropyran-2-ylpyrazol-4-yl)pyridin-2-amine O1C(CCCC1)N1N=CC(=C1)C=1C=CC(=NC1)N